COC=1C=2N(C=C(C1)C1=CC=3NC4=CC=C(C=C4C3C(=C1C)C)C1CN(C1)CCS(=O)(=O)C)N=CN2 2-(8-methoxy-[1,2,4]triazolo[1,5-a]pyridin-6-yl)-3,4-dimethyl-6-(1-(2-(methylsulfonyl)ethyl)azetidin-3-yl)-9H-carbazole